2,4,6-trimethylbenzoyl-ethoxy-phenyl oxide CC1=C(C(=O)C=2C(=C(C=CC2)OC2=C(C(=CC=C2)C(C2=C(C=C(C=C2C)C)C)=O)OCC)OCC)C(=CC(=C1)C)C